5-[2-(2-tert-Butylphenylamino)-1-hydroxyethyl]-1,3-oxazole-2(3H)-thione C(C)(C)(C)C1=C(C=CC=C1)NCC(O)C1=CNC(O1)=S